CC1=CC=C(NC(C)=O)C=C1 para-methylacetanilide